3-(3-ethyl-4-hydroxy-phenyl)-1-[5-(trifluoromethyl)-3-pyridyl]imidazolidine-2,4-dione C(C)C=1C=C(C=CC1O)N1C(N(CC1=O)C=1C=NC=C(C1)C(F)(F)F)=O